5,11-dihydro-indolo[3,2-b]carbazole-6-carbaldehyde C1=C2C(=CC=C1)NC=1C2=CC=2NC3=CC=CC=C3C2C1C=O